Tetrahexylammonium bis(trifluoromethanesulfonyl)imide [N-](S(=O)(=O)C(F)(F)F)S(=O)(=O)C(F)(F)F.C(CCCCC)[N+](CCCCCC)(CCCCCC)CCCCCC